2-({[2-(2-methylbiphenyl-3-yl)-6-(2-morpholin-4-ylethoxy)-1,3-benzooxazol-5-yl]methyl}amino)ethanol CC1=C(C=CC=C1C=1OC2=C(N1)C=C(C(=C2)OCCN2CCOCC2)CNCCO)C2=CC=CC=C2